2'-(2-(2-([1,1'-biphenyl]-3-yl)-6-phenylpyrimidin-4-yl)phenyl)spiro[cyclohexane-1,9'-fluorene]-7'-carbonitrile C1(=CC(=CC=C1)C1=NC(=CC(=N1)C1=C(C=CC=C1)C1=CC=2C3(C4=CC(=CC=C4C2C=C1)C#N)CCCCC3)C3=CC=CC=C3)C3=CC=CC=C3